N1=CC=C(C=C1)C1=C(N)C(=CC=C1)C1=CC=NC=C1 2,6-di(pyridin-4-yl)aniline